FC1=C(C(=CC=C1)S(=O)(=O)C1=CC=C(C=C1)OC)C1OCCO1 2-(2-fluoro-6-((4-methoxyphenyl)sulfonyl)phenyl)-1,3-dioxolane